FC=1C(=C(C=C(C1)CC(C)C)N1C[C@@H](N(CC1)CC1=NC=CC(=C1)OC)C)C=1N=NNN1 (2S)-4-[3-fluoro-5-isobutyl-2-(2H-tetrazol-5-yl)phenyl]-1-[(4-methoxy-2-pyridinyl)methyl]-2-methyl-piperazine